(2S)-6-(4-ethoxyphenyl)-2-[4,7,10-tris(carboxymethyl)-1,4,7,10-tetraazacyclododecan-1-yl]hexanoic acid C(C)OC1=CC=C(C=C1)CCCC[C@@H](C(=O)O)N1CCN(CCN(CCN(CC1)CC(=O)O)CC(=O)O)CC(=O)O